N-(2-chloro-6-methylphenyl)-2-(4-methyl-3-((4-(pyridin-3-yl)pyrimidin-2-yl)amino)benzamido)thiazole-5-carboxamide ClC1=C(C(=CC=C1)C)NC(=O)C1=CN=C(S1)NC(C1=CC(=C(C=C1)C)NC1=NC=CC(=N1)C=1C=NC=CC1)=O